C1(CC1)CNC(=O)/C=C/CCC(=O)OCC Ethyl (4E)-5-[(cyclopropylmethyl)carbamoyl]pent-4-enoate